(3-{[(2RS)-1-(tert-butoxycarbonyl)azetidin-2-yl]methoxy}pyridin-4-yl)boronic acid C(C)(C)(C)OC(=O)N1[C@H](CC1)COC=1C=NC=CC1B(O)O |r|